silver α-ethylacetate acetate C(C)(=O)[O-].C(C)CC(=O)[O-].[Ag+2]